2-amino-8-(2-(4-(2-fluorophenyl)piperazin-1-yl)ethyl)-6-trifluoromethyl-4-(5-methylfuran-2-yl)pteridine-7(8H)-one NC1=NC=2N(C(C(=NC2C(=N1)C=1OC(=CC1)C)C(F)(F)F)=O)CCN1CCN(CC1)C1=C(C=CC=C1)F